C(C)(=O)N1CCN(CC1)C=1C=CC(=NC1)NC(CC=1C=C(C(=NC1)C1=CC(=NC=C1)F)C)=O N-[5-(4-acetyl-1-piperazinyl)-2-pyridinyl]-2'-fluoro-3-methyl-[2,4'-bipyridin]-5-acetamide